(2R)-2-(acetylamino)-3-(acetylsulfanyl)propanoic acid C(C)(=O)N[C@H](C(=O)O)CSC(C)=O